4-chloro-6-iodo-7-methyl-7H-pyrrolo[2,3-d]Pyrimidine ClC=1C2=C(N=CN1)N(C(=C2)I)C